C12CN(CC(CC1)N2C(=O)OCC2=CC=CC=C2)C(=O)OC(C)(C)C 8-benzyl 3-(tert-butyl) 3,8-diazabicyclo[3.2.1]octane-3,8-dicarboxylate